C(=O)(OC(C)(C)C)N1C(C[C@H](C1)O[Si](C)(C)C)COCC1=CC=CC=C1 1-(Boc)-(4R)-2-((benzyloxy)methyl)-4-((trimethylsilyl)oxy)pyrrolidine